5-(2-methyl-1-(tetrahydro-2H-pyran-4-yl)-1H-imidazo[4,5-b]pyridin-6-yl)-N-(cis-3-(4-methylpiperazin-1-yl)cyclobutyl)pyrrolo[2,1-f][1,2,4]triazin-2-amine CC=1N(C=2C(=NC=C(C2)C=2C=CN3N=C(N=CC32)N[C@@H]3C[C@@H](C3)N3CCN(CC3)C)N1)C1CCOCC1